BrC1=CC(=C(C=C1F)CC(=O)NC1=C(C=C(C(=O)OC)C=C1F)N[C@@H]1COCC1(C)C)F methyl (S)-4-(2-(4-bromo-2,5-difluorophenyl)acetamido)-3-((4,4-dimethyltetrahydrofuran-3-yl)amino)-5-fluorobenzoate